N1(NCCC1)C(=O)[O-] pyrazolidine-1-carboxylate